rac-3-chloro-5-((3aR,5R,7S,7aR)-1,3,3,5,7-pentamethyloctahydrobenzo[c]isoxazol-5-yl)benzonitrile ClC=1C=C(C#N)C=C(C1)[C@]1(C[C@@H]2[C@H](N(OC2(C)C)C)[C@H](C1)C)C |r|